2-((((trans)-4-(Aminomethyl)-4-fluorocyclohexyl)thio)methyl)-7-(cyclobutylmethoxy)-5-fluoroquinazolin-4(3H)-one NCC1(CCC(CC1)SCC1=NC2=CC(=CC(=C2C(N1)=O)F)OCC1CCC1)F